1-methoxy-3,3,4-trimethylpent-4-en-2-one oxime COCC(C(C(=C)C)(C)C)=NO